C1(CC=CC1)NS(=O)(=O)C1=CC(=CC=C1)C(=O)N1CC2(C3=CC(=CC=C13)NS(=O)(=O)C)CCCCC2 N-(cyclopent-3-en-1-yl)-3-(5'-(methylsulfonamido)spiro[cyclohexane-1,3'-indoline]-1'-carbonyl)benzenesulfonamide